bis{4-[bis(4-fluorophenyl)sulfonio]phenyl} sulfide FC1=CC=C(C=C1)[S+](C1=CC=C(C=C1)SC1=CC=C(C=C1)[S+](C1=CC=C(C=C1)F)C1=CC=C(C=C1)F)C1=CC=C(C=C1)F